C1(=NC(=NC(=N1)Cl)N)N 2-chloro-4,6-diaminotriazine